tert-butyl 7-[2-(trifluoromethyl)pyridin-3-yl]-2,7-diazaspiro[4.5]decane-2-carboxylate FC(C1=NC=CC=C1N1CC2(CCN(C2)C(=O)OC(C)(C)C)CCC1)(F)F